ClC1=CC(=CC2=C1NC(=N2)NC(OCCOC)=O)C2=NNC(C1=CC=CC=C21)=O 2-Methoxyethyl (7-chloro-5-(4-oxo-3,4-dihydrophthalazin-1-yl)-1H-benzimidazol-2-yl)carbamate